FC(S(=O)(=O)OC1=CC(=C(C=C1)C1=NC=CC(=C1)C1=CC=2C(NCCC2N1)=O)F)(F)F 3-fluoro-4-(4-(4-oxo-4,5,6,7-tetrahydro-1H-pyrrolo[3,2-c]pyridin-2-yl) pyridin-2-yl)phenyl trifluoromethanesulfonate